di-n-propylacetyl chloride C(CC)C(C(=O)Cl)CCC